(3aS,7aR)-6-(5-fluoro-2-(2H-1,2,3-triazol-2-yl)benzoyl)octahydro-1H-pyrrolo[2,3-c]pyridine-1-carboxylic acid tert-butyl ester C(C)(C)(C)OC(=O)N1CC[C@H]2[C@@H]1CN(CC2)C(C2=C(C=CC(=C2)F)N2N=CC=N2)=O